OC(COC1=CC=C(C=C1)C(C)(C)C1=CC=C(C=C1)OCC(COC(C(=C)C)=O)O)COC(C(=C)C)=O 2,2-bis[4-[2-hydroxy-3-(methacryloyloxy)propyloxy]phenyl]propane